β-phenyllactoylglucose C1(=CC=CC=C1)CC(C(=O)C(=O)[C@H](O)[C@@H](O)[C@H](O)[C@H](O)CO)O